FC1=CC(=C(C=C1)N1N=C(C=C1C(=O)OCC)C)C(C)O ethyl 1-(4-fluoro-2-(1-hydroxyethyl) phenyl)-3-methyl-1H-pyrazole-5-carboxylate